2-((S)-4-(7-(5-chloro-2-methoxyphenyl)-8-fluoro-2-(((S)-1-methylpyrrolidin-2-yl)methoxy)quinazolin-4-yl)-1-((Z)-2-fluoro-3-(pyridin-2-yl)acryloyl)piperazin-2-yl)acetonitrile ClC=1C=CC(=C(C1)C1=CC=C2C(=NC(=NC2=C1F)OC[C@H]1N(CCC1)C)N1C[C@@H](N(CC1)C(/C(=C/C1=NC=CC=C1)/F)=O)CC#N)OC